methyl 5-[(4-anilino-5-methyl-pyrimidin-2-yl) amino]-2-bromo-3-chloro-benzoate N(C1=CC=CC=C1)C1=NC(=NC=C1C)NC=1C=C(C(=C(C(=O)OC)C1)Br)Cl